2-((1H-pyrrolo[2,3-b]pyridin-5-yl)oxy)-4-(4-((6-(4-chloro-phenyl)spiro[3.5]non-6-en-7-yl)methyl)piperazin-1-yl)-N-((3-nitrophenyl)sulfonyl)benzamide N1C=CC=2C1=NC=C(C2)OC2=C(C(=O)NS(=O)(=O)C1=CC(=CC=C1)[N+](=O)[O-])C=CC(=C2)N2CCN(CC2)CC2=C(CC1(CCC1)CC2)C2=CC=C(C=C2)Cl